O1CC(CC1)NC(=O)CNC(=O)C1=CC2=C(N(C(=N2)NC=2SC3=C(N2)C=CC(=C3)Cl)C)C=C1 2-(6-Chloro-benzothiazol-2-ylamino)-1-methyl-1H-benzoimidazole-5-carboxylic acid [(tetrahydro-furan-3-ylcarbamoyl)-methyl]-amide